C(N)(OCC1=NC=C(N=C1)NC1=NC=CC(=C1)COC1=CC=C(C2=CC=CC=C12)N)=O ((5-((4-(((4-aminonaphthalen-1-yl) oxy) methyl) pyridin-2-yl) amino) pyrazin-2-yl) methyl) carbamate